F[C@H]1[C@@]2(CC[C@](C[C@H]1OC1=CC=C(N=N1)C1=C(C=C(C=C1)N1C=NC=C1)O)(N2)C)C 2-(6-(((1S,2S,3R,5R)-2-fluoro-1,5-dimethyl-8-azabicyclo[3.2.1]octan-3-yl)oxy)pyridazin-3-yl)-5-(1H-imidazol-1-yl)phenol